ClC1=NC(=NC(=C1)C1=C(C=CC=C1C)C)NS(=O)(=O)C=1C=C(C(=O)N2CCN(C[C@H](C2)O)C(=O)OCC2=CC=CC=C2)C=CC1 benzyl (6S)-4-[3-[[4-chloro-6-(2,6-dimethylphenyl)pyrimidin-2-yl]sulfamoyl]benzoyl]-6-hydroxy-1,4-diazepane-1-carboxylate